4-cyano-4-[(dodecylmercaptocarbonyl)thio]pentanoic acid C(#N)C(CCC(=O)O)(C)SC(=O)SCCCCCCCCCCCC